C1(CC1)N1C2=C(N=C(C3=C1C=CC=C3)N3CCNCC3)C=CC(=C2)O 5-cyclopropyl-11-(piperazin-1-yl)-5H-dibenzo[b,e][1,4]diazepin-7-ol